α,β-diaminobutyric acid NC(C(=O)O)C(C)N